(4Z)-4-(1,3-Benzothiazol-6-ylmethylene)-2-(cyclooctylamino)-1H-imidazol-5-one S1C=NC2=C1C=C(C=C2)\C=C\2/N=C(NC2=O)NC2CCCCCCC2